2-(rac-(2S,5R)-5-methyl-2-(1-methyl-1H-pyrazol-5-yl)piperidin-1-yl)-2-oxoacetamide C[C@@H]1CC[C@H](N(C1)C(C(=O)N)=O)C1=CC=NN1C |r|